5-bromo-1'-methyl-1',2',3',6'-tetrahydro-2,4'-bipyridine BrC=1C=CC(=NC1)C=1CCN(CC1)C